[6-(3-cyclopropyl-1,2,4-triazol-1-yl)-2-azaspiro[3.3]heptan-2-yl]-[6-(1H-pyrazol-3-ylmethyl)-2,6-diazaspiro[3.3]heptan-2-yl]methanone C1(CC1)C1=NN(C=N1)C1CC2(CN(C2)C(=O)N2CC3(C2)CN(C3)CC3=NNC=C3)C1